The molecule is an aromatic primary alcohol resulting from the hydroxylation of the 3'-methyl group of the phenyl ring of torasemide. It is a metabolite of torasemide. It has a role as a drug metabolite and a human xenobiotic metabolite. It is a N-sulfonylurea, an aminopyridine, a secondary amino compound and an aromatic primary alcohol. It derives from a torasemide. CC(C)NC(=O)NS(=O)(=O)C1=C(C=CN=C1)NC2=CC=CC(=C2)CO